FC1=C2C=NNC2=CC=C1C1=C(N=C2N1C=C(N=C2)C2=CC(=C(C=C2)F)OCC#C)C(F)(F)F 3-(4-fluoro-1H-indazol-5-yl)-6-(4-fluoro-3-prop-2-ynyloxy-phenyl)-2-trifluoromethyl-imidazo[1,2-a]pyrazine